(S)-N'-((1,2,3,5,6,7-hexahydrodicyclopenta[b,e]pyridin-8-yl)carbamoyl)-4-(2-hydroxypropan-2-yl)benzene-sulfonimidamide C1CCC2=NC3=C(C(=C21)NC(=O)N=[S@@](=O)(N)C2=CC=C(C=C2)C(C)(C)O)CCC3